C=C(C)C=1OC=CC1 2-(1-propen-2-yl)furan